(S)-2-(3-chlorophenyl)-2,2-difluoro-1-phenylethyl ((S)-1-oxo-1-(((S)-1-oxo-3-((S)-2-oxopyrrolidin-3-yl)propan-2-yl)amino)hexan-2-yl)carbamate O=C([C@H](CCCC)NC(O[C@H](C(F)(F)C1=CC(=CC=C1)Cl)C1=CC=CC=C1)=O)N[C@H](C=O)C[C@H]1C(NCC1)=O